(1r,4r)-4-((5-(imidazo[1,2-b]pyridazin-6-yl)-4-(methylamino)-7H-pyrrolo[2,3-d]pyrimidin-2-yl)amino)-1-methylcyclohexan-1-ol N=1C=CN2N=C(C=CC21)C2=CNC=1N=C(N=C(C12)NC)NC1CCC(CC1)(O)C